2-Bromo-4,4'-di-t-butylbiphenyl BrC1=C(C=CC(=C1)C(C)(C)C)C1=CC=C(C=C1)C(C)(C)C